FC1=CC=C(OC2=CC=CC(=N2)C2(CC2)NC(O)=O)C=C1 {1-[6-(4-fluorophenoxy)pyridin-2-yl]cyclopropyl}carbamic acid